[N+](=O)([O-])C=1C=CC(=NC1)NC(=O)C1=COC=C1 N-(5-nitropyridin-2-yl)furan-3-carboxamide